FC1=CC=C(C=C1)C1=NC(=CC(=C1)C(C)(C)NC(OCC1=CC=CC=C1)=O)OC1[C@@H]2CN(C[C@H]12)C(=O)C=1C=CC=2N(C1)C=C(N2)OC benzyl (2-(2-(4-fluorophenyl)-6-(((1R,5S,6s)-3-(2-methoxyimidazo[1,2-a]pyridine-6-carbonyl)-3-azabicyclo[3.1.0]hexan-6-yl)oxy)pyridin-4-yl)propan-2-yl)carbamate